2,2',6,6'-tetramethyl-4,4'-diaminobiphenyl CC1=C(C(=CC(=C1)N)C)C1=C(C=C(C=C1C)N)C